(S)-(5-(6-(4-(2-hydroxypropyl)piperazin-1-yl)-1H-benzo[d]imidazol-2-yl)-1H-pyrrol-3-yl)(2-(trifluoromethyl)phenyl)methanone O[C@H](CN1CCN(CC1)C=1C=CC2=C(NC(=N2)C2=CC(=CN2)C(=O)C2=C(C=CC=C2)C(F)(F)F)C1)C